CN1[C@H]2CC(CC1CC2)NC=2C=C1C(=CN2)SC(=C1)C(=O)OC methyl 5-[[(1R)-8-methyl-8-azabicyclo[3.2.1]octan-3-yl]amino]thieno[2,3-c]pyridine-2-carboxylate